ClC1=CC=C(O[C@H](C(=O)OC)CC)C=C1 methyl (2S)-2-(4-chlorophenoxy)butanoate